(S)-7-ethoxy-6-methoxy-1-(2-(5-trifluoromethyl-1H-indol-3-yl)ethyl)-3,4-dihydroisoquinoline-2(1H)-formaldehyde C(C)OC1=C(C=C2CCN([C@H](C2=C1)CCC1=CNC2=CC=C(C=C12)C(F)(F)F)C=O)OC